C(C)OC(=O)C1=C(C2=C(CCC3=CN(N=C23)C[C@@H]2OCCOC2)O1)C(F)(F)F 2-{[(2S)-1,4-Dioxacyclohexan-2-yl]methyl}-8-(trifluoromethyl)-4,5-dihydro-2H-furo[2,3-g]indazole-7-carboxylic acid ethyl ester